C(CC(C)C)C1=C(C(=O)O)C=C(C(=C1O)O)O.C(CC(C)C)C1=C(C(=O)O)C=C(C(=C1O)O)O.BrC(C(=O)C1=C(C=CC=C1)Cl)Br 2,2-dibromo-1-(2-chlorophenyl)ethanone isopentyl-gallate (isoamyl-gallate)